(bicyclo[1.1.1]pentan-1-ylamino)pyrimidine-5-carbonitrile C12(CC(C1)C2)NC2=NC=C(C=N2)C#N